potassium dimethyl-1,3-dioxolane CC1(OCCO1)C.[K]